COC1=C2C(=C3C(=C(C(OC3=C1)=O)CC(=O)N1CCOCC1)C)CCO2 4-methoxy-9-methyl-8-(2-morpholino-2-oxoethyl)-1,2-dihydro-7H-furo[3,2-f]chromen-7-one